C(C)OC(=O)C1(CC1)CN1CC2C(C1)COC2 1-((tetrahydro-1H-furo[3,4-c]pyrrol-5(3H)-yl)methyl)cyclopropane-1-carboxylic acid ethyl ester